4-fluoro-1-[2-(4-methyl-5-oxo-4,5-dihydro-1H-1,2,4-triazol-3-yl)acetyl]-N-{phenyl[5-(propan-2-yl)pyridin-2-yl]methyl}pyrrolidine-2-carboxamide FC1CC(N(C1)C(CC1=NNC(N1C)=O)=O)C(=O)NC(C1=NC=C(C=C1)C(C)C)C1=CC=CC=C1